4-(5-hydroxy-4-methyl-1H-pyrazol-3-yl)-N-methylbenzene-1-sulfonamide OC1=C(C(=NN1)C1=CC=C(C=C1)S(=O)(=O)NC)C